Cl.NC1=NC=C(C=N1)C#CC=1C=C(C(=O)N[C@@H](CC2=CC=C(C=C2)Cl)CO)C=CC1OC(F)F 3-[2-(2-aminopyrimidin-5-yl)ethynyl]-N-[(2s)-1-(4-chlorophenyl)-3-hydroxypropan-2-yl]-4-(difluoromethoxy)benzamide hydrochloride